C(C)OC(C(C)C1=NC(=CC=C1)O)=O 6-hydroxypyridin-2-yl-propionic acid ethyl ester